Cl.NC=1C=NN(C1C1CC1)C=1C=C(C#N)C=CC1 3-(4-amino-5-cyclopropyl-1H-pyrazol-1-yl)benzonitrile hydrochloride